CC1CC(C1)(C1=NN=CN1C)C=1C=C(N)C=CC1 3-((1S,3S)-3-methyl-1-(4-methyl-4H-1,2,4-triazol-3-yl)cyclobutyl)aniline